BrC1=C(C=CC=C1N(C1=CC2=CC=CC=C2C=C1)C1=CC=C(C=C1)C(C)(C)C)N(C1=CC=CC2=CC=CC=C12)C1=CC=C(C=C1)C(C)(C)C 2-bromo-N1,N3-bis(4-(tert-butyl)phenyl)-N1-(naphthalen-1-yl)-N3-(naphthalen-2-yl)benzene-1,3-diamine